ClC1=C(C=CC=C1Cl)SC=1C=2N(C(=NC1)N1CCC(CC1)[C@H](C)N)C=CN2 (S)-1-(1-(8-((2,3-dichlorophenyl)thio)imidazo[1,2-c]pyrimidin-5-yl)piperidin-4-yl)ethan-1-amine